5-[1-(2,6-Dioxopiperidin-3-yl)-3-methyl-2-oxo-1,3-benzodiazol-5-yl]pentanoic acid O=C1NC(CCC1N1C(N(C2=C1C=CC(=C2)CCCCC(=O)O)C)=O)=O